3-[(1R)-1-(4-bromo-2-pyridyl)-2,2-difluoro-ethoxy]-5-(2,4-ditert-butoxypyrimidin-5-yl)-1-(trideuteriomethyl)pyrazolo[3,4-c]pyridazine BrC1=CC(=NC=C1)[C@H](C(F)F)OC1=NN(C2=NN=C(C=C21)C=2C(=NC(=NC2)OC(C)(C)C)OC(C)(C)C)C([2H])([2H])[2H]